ethyl-2,3-epoxypropionate C(C)OC(C1CO1)=O